C(C)O/C=C/B1OC(C(O1)(C)C)(C)C (E)-2-(2-ethoxyethenyl)-4,4,5,5-tetramethyl-1,3,2-dioxaborolane